N-[(S)-(4,4-Difluorocyclohexyl)-[6-[(1R)-1-(4,4,4-trifluorobutanoylamino)ethyl]-1H-benzimidazol-2-yl]methyl]-1-(4,4,4-trifluorobutyl)triazole-4-carboxamide FC1(CCC(CC1)[C@H](NC(=O)C=1N=NN(C1)CCCC(F)(F)F)C1=NC2=C(N1)C=C(C=C2)[C@@H](C)NC(CCC(F)(F)F)=O)F